(S)-2-((S)-2-benzyl-3-(N-hydroxyformamido)propanamido)-3-phenylpropanoic acid C(C1=CC=CC=C1)[C@H](C(=O)N[C@H](C(=O)O)CC1=CC=CC=C1)CN(C=O)O